4-hydroxy-5-n-propyl-1-isopropyl-pyrazol OC=1C=NN(C1CCC)C(C)C